C(C)(C)C1=C(C=C(C=C1)C)[O-].C1(=CC=CC=C1)C(=C(C1=CC=CC=C1)C1=CC=CC=C1)C1=CC=C(C=C1)CO (4-(1,2,2-triphenylvinyl)phenyl)methanol 2-isopropyl-5-methylphenolate